C(C)(C)(C)C1=CC=C(C=C)C=C1 p-tertiary butyl-styrene